(S)-(3-Methyl-azetidin-3-yl)-(3-{3-[2-(3-methyl-pyrazol-1-yl)-ethyl]-[1,2,4]oxadiazol-5-yl}-phenyl)-(4-trifluoromethyl-phenyl)-methanol CC1(CNC1)[C@](O)(C1=CC=C(C=C1)C(F)(F)F)C1=CC(=CC=C1)C1=NC(=NO1)CCN1N=C(C=C1)C